[Br-].C[Si](C)(C)C[Zn+] (trimethylsilyl)methylzinc (II) bromide